Cl.CO[C@@H]1C[C@@H](NC1)C(=O)O (4R)-4-methoxy-D-proline, hydrochloride salt